trans-1-(4-phenylcyclohexyl)formaldehyde C1(=CC=CC=C1)[C@@H]1CC[C@H](CC1)C=O